Tert-butyl 3-(4-(tert-butoxycarbonyl) piperazin-1-yl)-5-(2,4-dioxotetrahydropyrimidin-1(2H)-yl)-1H-indole-1-carboxylate C(C)(C)(C)OC(=O)N1CCN(CC1)C1=CN(C2=CC=C(C=C12)N1C(NC(CC1)=O)=O)C(=O)OC(C)(C)C